2,6-dichloro-N-((4,6-dichloropyridin-3-yl)methyl)-3,5-dimethoxyaniline ClC1=C(NCC=2C=NC(=CC2Cl)Cl)C(=C(C=C1OC)OC)Cl